N1=CC(=CC=C1)C=1C[C@@H](N(C1)C(=O)OC(C)(C)C)C(=O)OC 1-Tert-butyl 2-methyl (2R)-4-(pyridin-3-yl)-2,3-dihydropyrrole-1,2-dicarboxylate